COC=1C(=C(C(=CC1)CC(=O)O)CC(=O)O)I 4-methoxyiodobenzenediacetic acid